2-(7-chloro-4-oxo-1,4-dihydro-5H-pyrazolo[3,4-d]pyridazin-5-yl)-N-(2,2-difluorobenzo[d][1,3]dioxol-5-yl)-N-ethylacetamide ClC1=NN(C(C2=C1NN=C2)=O)CC(=O)N(CC)C2=CC1=C(OC(O1)(F)F)C=C2